C(C)(=O)C1=CN(C2=CC=C(C=C12)NC(=O)N1CC(CCC1)(F)F)CC(=O)O 2-(3-acetyl-5-(3,3-difluoropiperidine-1-carboxamido)-1H-indol-1-yl)acetic acid